2-bromo-5-(2-methoxyethoxy)pyridine BrC1=NC=C(C=C1)OCCOC